8-iodo-3,4-dihydroisoquinoline-2(1H)-carboxylic acid tert-butyl ester C(C)(C)(C)OC(=O)N1CC2=C(C=CC=C2CC1)I